C(#N)C=1C=2N(C=C(C1)C1=CC(=C3C(N(C=NC3=C1)C1CN(CC1)C(=O)OC(C)(C)C)=O)OC)C=C(N2)C tert-butyl 3-(7-{8-cyano-2-methylimidazo[1,2-a]pyridin-6-yl}-5-methoxy-4-oxoquinazolin-3-yl)pyrrolidine-1-carboxylate